3-{[2-(4-Chlorophenyl)imidazo[1,2-a]pyridin-3-yl]methyl}-N-cyclohexyl-N-ethyl-3,8-diazabicyclo[3.2.1]octan-8-carboxamid ClC1=CC=C(C=C1)C=1N=C2N(C=CC=C2)C1CN1CC2CCC(C1)N2C(=O)N(CC)C2CCCCC2